CCC[C@@H](C)[C@H]1CC[C@H]2[C@@H]3CC[C@H]4[C@H]([C@H](CC[C@]4(C)[C@H]3CC[C@]12C)O)O 5α-cholan-3β,4β-diol